BrCCC1=CC=C(OC2CCOCC2)C=C1 4-(4-(2-bromoethyl)phenoxy)tetrahydro-2H-pyran